C1(=CC=CS1)C(=O)CC(=O)C(F)(F)F thenoyl-trifluoroacetone